tridecyl behenate C(CCCCCCCCCCCCCCCCCCCCC)(=O)OCCCCCCCCCCCCC